F[C@@H]1[C@@H](C1)C(=O)NC1=NC=C2C=C(C(N(C2=C1)C)=O)C=1C=NC=CC1C (1S,2S)-2-fluoro-N-(1-methyl-3-(4-methylpyridin-3-yl)-2-oxo-1,2-dihydro-1,6-naphthyridin-7-yl)cyclopropane-1-carboxamide